COC1=C(C(=CC(=C1)C1C2C(COC2=O)CC2=C(C3=C(OCO3)C=C21)O)OC)[O-].C(C2CO2)OCCC[Si](OCC)(OCC)C 3-glycidyloxypropylmethyl-diethoxysilane 2,6-dimethoxy-4-(4-hydroxy-8-oxo-5a,6,8a,9-tetrahydro-5H-[2]benzofuro[5,6-f][1,3]benzodioxol-9-yl)phenolate